C1(=NC=CC2=CC=CC=C12)C(=O)NCC1=NOC(C1)(C(=O)OC)C(C)C1=CC=CC=C1 methyl 3-((isoquinoline-1-carboxamido)methyl)-5-(1-phenylethyl)-4,5-dihydroisoxazole-5-carboxylate